BrC1=C(C=2C(C3=C(C=C(C(=C3C2C=C1[2H])[2H])[2H])[2H])(C)C)[2H] 2-bromo-9,9-dimethyl-9H-fluoren-1,3,5,6,8-d5